5-benzyl-3a-methoxy-6,6a-dihydro-4H-pyrrolo[3,4-c]pyrrole-1,3-dione C(C1=CC=CC=C1)N1CC2C(C1)(C(NC2=O)=O)OC